C(C)(=O)C1=CC(=C(C=C1)NC1N(C(C2=CN(C(C=C2C1)=O)C)=O)OCCO)F ((4-acetyl-2-fluorophenyl)amino)-2-(2-hydroxyethoxy)-7-methyl-3,4-dihydro-2,7-naphthyridine-1,6(2H,7H)-dione